OCCN1C=NC=2N(C(NC(C12)=O)=O)C 7-(2-hydroxyethyl)-3-methyl-1H-purine-2,6(3H,7H)-dione